FC1=CC=C(C(=O)N2CCC(CC2)C(=O)N2N=CCC2C2=CC=CC=C2)C=C1 (1-(4-fluorobenzoyl)piperidin-4-yl)(5-phenyl-4,5-dihydro-1H-pyrazol-1-yl)methanone